(S)-N-(3-(1-((2-ethyl-2H-pyrazolo[3,4-b]pyrazin-6-yl)amino)ethyl)phenyl)-3-methyl-4-(morpholinomethyl)benzamide C(C)N1N=C2N=C(C=NC2=C1)N[C@@H](C)C=1C=C(C=CC1)NC(C1=CC(=C(C=C1)CN1CCOCC1)C)=O